2,4,6,8,9-pentaoxa-1,3,5,7-tetraborabicyclo[3.3.1]nonane B12OBOB(OBO1)O2